C(C1CO1)OCCC[Si](OCC)(C)C (3-glycidoxypropyl)-dimethyl-ethoxysilane